[N+](=O)([O-])C1=CC=C(COC(=O)N2C[C@H](C[C@H]2C(=O)N2C[C@@H](CC2)NC(=O)OCC2=CC=C(C=C2)[N+](=O)[O-])SC2=C(N3C(CC3C2)=O)C(=O)[O-])C=C1 3-((3S,5S)-1-((4-nitrobenzyloxy) carbonyl)-5-((R)-3-((4-nitrobenzyloxy) carbonylamino) pyrrolidine-1-carbonyl) pyrrolidin-3-ylthio)-7-oxo-1-azabicyclo[3.2.0]hept-2-ene-2-carboxylate